3-(2-(dimethylamino)ethyl)-1H-indol-4-yl 4-phenylbutanoate C1(=CC=CC=C1)CCCC(=O)OC1=C2C(=CNC2=CC=C1)CCN(C)C